(S)-(3-aminopyrrolidin-1-yl)(3-(2-(2,6-dimethylpyridin-4-yl)-3-methyl-1H-indol-6-yl)phenyl)methanone N[C@@H]1CN(CC1)C(=O)C1=CC(=CC=C1)C1=CC=C2C(=C(NC2=C1)C1=CC(=NC(=C1)C)C)C